N-[4-(chlorodifluoromethoxy)phenyl]-6-[(3R)-3-hydroxypyrrolidin-1-yl]-5-(1H-pyrazol-3-yl)pyridine-3-carboxamide hydrochloride Cl.ClC(OC1=CC=C(C=C1)NC(=O)C=1C=NC(=C(C1)C1=NNC=C1)N1C[C@@H](CC1)O)(F)F